6-bromoimidazo[1,2-a]pyridine-8-amine BrC=1C=C(C=2N(C1)C=CN2)N